C(C1=CC=CC=C1)OC1=C(C2=CC=CC=C2C=C1)CCC1=CC=NC=C1 4-(2-(2-(benzyloxy)naphthalen-1-yl)ethyl)pyridine